FC1=CC=C(C(=O)NC(C(C2=CC=CC=C2)=O)N2C(C3=C(C=C2)N=CN3CC3=CC=C(C=C3)OC)=O)C=C1 4-fluoro-N-(1-(3-(4-methoxybenzyl)-4-oxo-3H-imidazo[4,5-c]pyridin-5(4H)-yl)-2-oxo-2-phenylethyl)benzamide